1-(cyanomethyl)-3-(7-(methylamino)-5-(quinolin-8-ylamino)pyrazolo[1,5-a]pyrimidin-3-yl)urea C(#N)CNC(=O)NC=1C=NN2C1N=C(C=C2NC)NC=2C=CC=C1C=CC=NC21